CNC1CCCCC1 N-methylcyclohexanamine